ClC1=CC=C(C=C1)C1=N[C@H](C=2N(C3=C1C(=C(S3)C)C)C(=NN2)C)CC(=O)NCCOCCOCCNC(=O)C2(CCCCC2)C N-(2-(2-(2-(2-((S)-4-(4-chlorophenyl)-2,3,9-trimethyl-6H-thieno[3,2-f][1,2,4]triazolo[4,3-a][1,4]diazepin-6-yl)acetamido)ethoxy)ethoxy)ethyl)-1-methylcyclohexane-1-carboxamide